C(C)(C)(C)OC(=O)NNC([C@@](C(F)(F)F)(C)O)=O (R)-2-(3,3,3-trifluoro-2-hydroxy-2-methylpropanoyl)hydrazine-1-carboxylic acid tert-butyl ester